ethyl acetimidate-HCl Cl.C(C)(OCC)=N